6-(7'-Fluoro-1'-(4-methoxybenzyl)-2'-oxospiro[cyclopropane-1,3'-indoline]-5'-yl)-3-methyl-3,4-dihydropyridine-1(2H)-carboxylic acid tert-butyl ester C(C)(C)(C)OC(=O)N1CC(CC=C1C=1C=C2C3(C(N(C2=C(C1)F)CC1=CC=C(C=C1)OC)=O)CC3)C